BrC=1C(=C(OCCC(C(=O)OCC)F)C(=CC1)F)F ethyl 4-(3-bromo-2,6-difluorophenoxy)-2-fluorobutanoate